8-((4,6-difluoroindolin-1-yl)methyl)-2-morpholino-4-oxo-N-(tetrahydro-2H-pyran-4-yl)-4H-chromene-6-carboxamide FC1=C2CCN(C2=CC(=C1)F)CC=1C=C(C=C2C(C=C(OC12)N1CCOCC1)=O)C(=O)NC1CCOCC1